C(C)(C)(C)[C@@H]1N=C(OC1)C1=NC=CC=C1 (S)-4-tert-butyl-2-(2-pyridyl)-4,5-dihydro-oxazole